C1(=CC=CC=C1)CS(=O)(=O)NC1=C(C(=C(C=C1F)C1=CC2=C(N=C(N=C2)NC2CCC(CC2)N(C)CCOC)N(C1=O)C(C)C)F)F 1-Phenyl-N-(2,3,6-trifluoro-4-(8-isopropyl-2-((4-((2-methoxyethyl)(methyl)amino)cyclohexyl)amino)-7-oxo-7,8-dihydropyrido[2,3-d]pyrimidin-6-yl)phenyl)methanesulfonamide